N-(3-(1-((6-chloropyridin-3-yl)amino)-1-oxopropan-2-yl)bicyclo[1.1.1]pentan-1-yl)bicyclo[4.2.0]octa-1(6),2,4-triene-3-carboxamide ClC1=CC=C(C=N1)NC(C(C)C12CC(C1)(C2)NC(=O)C2=CC=1CCC1C=C2)=O